[O].N1C(CCCC1)=O piperidinone oxygen